BrC1=CC(=CC(=N1)C(C)=O)C1CCCCC1 1-(6-bromo-4-cyclohexylpyridin-2-yl)ethan-1-one